1-((3R,4R)-4-(2-chlorophenyl)-1-(2,2,2-trifluoroethyl)pyrrolidine-3-carbonyl)-3-fluoro-N-((R,Z)-4-(methylsulfonyl)but-3-en-2-yl)pyrrolidine-3-carboxamide ClC1=C(C=CC=C1)[C@H]1[C@H](CN(C1)CC(F)(F)F)C(=O)N1CC(CC1)(C(=O)N[C@H](C)\C=C/S(=O)(=O)C)F